tris(1,1-dimethyl-2-butynoxy)silyl-6-[bis(1,1-dimethyl-2-butynoxy)methoxysilyl]hexane CC(C#CC)(O[Si](OC(C#CC)(C)C)(OC(C#CC)(C)C)CCCCCC[SiH2]OC(OC(C#CC)(C)C)OC(C#CC)(C)C)C